4-hydroxy-N-((S)-1-(4-(4-methyl-thiazol-5-yl)phenyl)ethyl)-pyrrolidine-2-carboxamide OC1CC(NC1)C(=O)N[C@@H](C)C1=CC=C(C=C1)C1=C(N=CS1)C